5-[[(2S,5S)-5-[2-[4-(5-Chloropyrimidin-2-yl)piperazin-1-yl]-2-oxoethyl]oxolan-2-yl]methoxy]-4-(trifluoromethyl)-2,3-dihydropyridazin-3-one ClC=1C=NC(=NC1)N1CCN(CC1)C(C[C@@H]1CC[C@H](O1)COC1=C(C(NN=C1)=O)C(F)(F)F)=O